C(=O)O.N[C@H]1C[C@H](CC1)C(=O)NCCCNC(C1=C(C=C(C=C1)NC=1C=2N(C=CN1)C(=CN2)C=2C(=NNC2)C(F)(F)F)CC)=O N-(3-((1S,3R)-3-aminocyclopentane-1-carboxamido)propyl)-2-ethyl-4-((3-(3-(trifluoromethyl)-1H-pyrazol-4-yl)imidazo[1,2-a]pyrazin-8-yl)amino)benzamide formate